C(N)(=O)C=1N(N=C2C1N=CC=C2C2CCN(CC2)C(=O)OC(C)(C)C)C2=CC=C(C=C2)OC2=CC(=CC=C2)C tert-butyl 4-{3-carbamoyl-2-[4-(3-methylphenoxy)phenyl]-2H-pyrazolo[4,3-b]pyridin-7-yl}piperidine-1-carboxylate